[Pd].C1(CCCCC1)P(C1=CC(=CC(=C1)OCC(F)(F)F)OCC(F)(F)F)C1CCCCC1 (dicyclohexyl-(3,5-di-(trifluoroethoxy)phenyl)phosphine) palladium